Methyl (S)-2-(chloromethyl)-4-methoxy-1-((tetrahydrofuran-2-yl)methyl)-1H-benzo[d]imidazole-6-carboxylate ClCC1=NC2=C(N1C[C@H]1OCCC1)C=C(C=C2OC)C(=O)OC